8-(bromomethyl)-9-chloro-2,6-dihydroimidazo[1,2-c]quinazolin-5(3H)-one BrCC=1C(=CC=2C=3N(C(NC2C1)=O)CCN3)Cl